ClC1=C2C(NC=C1C1CC1)=NC=C2C=2C=C(C=CC2)N2C(NCC2)=O (3-{4-chloro-5-cyclopropyl-7H-pyrrolo[2,3-b]pyridin-3-yl}phenyl)imidazolidin-2-one